2'-chloro-5'-methoxy-6-methyl-N-(5-(((3S,5R)-5-methyltetrahydrofuran-3-yl)oxy)-1,3,4-thiadiazol-2-yl)-(4,4'-bipyridine)-3-carboxamide ClC1=NC=C(C(=C1)C1=C(C=NC(=C1)C)C(=O)NC=1SC(=NN1)O[C@@H]1CO[C@@H](C1)C)OC